C(C1=CC=CC=C1)N1C(N(C=2N=NC(=CC21)C=2C(NC(NC2)=O)=O)C)=O 5-(5-benzyl-7-methyl-6-oxo-imidazo[4,5-c]pyridazin-3-yl)-1H-pyrimidine-2,4-dione